3-[1-(azetidin-1-yl)-2-methyl-1-oxopropan-2-yl]-1-[(2R)-2-(2-chlorophenyl)-2-(oxacyclohexan-4-yloxy)ethyl]-5-methyl-6-(1,3-oxazol-2-yl)-1H,2H,3H,4H-thieno[2,3-d]pyrimidine-2,4-dione N1(CCC1)C(C(C)(C)N1C(N(C2=C(C1=O)C(=C(S2)C=2OC=CN2)C)C[C@H](OC2CCOCC2)C2=C(C=CC=C2)Cl)=O)=O